(2S,3R)-4-tert-butoxycarbonyl-2-methyl-morpholine-3-carboxylic acid C(C)(C)(C)OC(=O)N1[C@H]([C@@H](OCC1)C)C(=O)O